C(O[C@H]1[C@H](CCCC1)OP(=O)(OCC1=CC=CC=C1)OCC1=CC=CC=C1)(OCCl)=O (1R,2S)-2-((bis(benzyloxy)phosphoryl)oxy)cyclohexyl (chloromethyl) carbonate